1-(3-sulfonatopropyl)pyridine-1-ium S(=O)(=O)([O-])CCC[N+]1=CC=CC=C1